disodium alpha-ketoglutarate salt O=C(C(=O)[O-])CCC(=O)[O-].[Na+].[Na+]